benzyl 4-(4-(2,6-bis(benzyloxy)pyridin-3-yl)-3,5-difluorophenyl)piperazine-1-carboxylate C(C1=CC=CC=C1)OC1=NC(=CC=C1C1=C(C=C(C=C1F)N1CCN(CC1)C(=O)OCC1=CC=CC=C1)F)OCC1=CC=CC=C1